tertbutylacrylate C(C)(C)(C)OC(C=C)=O